methyl (2R,4S)-4-((6-chloro-5-(4'-((3-((2-hydroxyethoxy)methyl)azetidin-1-yl)methyl)-[1,1'-biphenyl]-4-yl)-1H-benzo[d]imidazol-2-yl)oxy)tetrahydro-2H-pyran-2-carboxylate ClC=1C(=CC2=C(NC(=N2)O[C@@H]2C[C@@H](OCC2)C(=O)OC)C1)C1=CC=C(C=C1)C1=CC=C(C=C1)CN1CC(C1)COCCO